N,N-dimethyl-2,2-diphenylbutanamide CN(C(C(CC)(C1=CC=CC=C1)C1=CC=CC=C1)=O)C